C1(=CCCC1)CCC(=O)O cyclopentenepropionic acid